N-((2R)-1-((2,6-piperidinedione-3-yl)amino)-1-oxo-3-phenylpropan-2-yl)nonanamide N1C(C(CCC1=O)NC([C@@H](CC1=CC=CC=C1)NC(CCCCCCCC)=O)=O)=O